C1(CC1)C1=NC=CC(=C1)C=1N=CC2=C(N1)C(N(C2)C(C)C)=O 2-(2-cyclopropylpyridin-4-yl)-6-(propan-2-yl)-5,6-dihydro-7H-pyrrolo[3,4-d]pyrimidin-7-one